(R,Z)-N-(4-fluorobenzylidene)-2-methylpropane-2-sulfinamide FC1=CC=C(\C=N/[S@](=O)C(C)(C)C)C=C1